tert-butyl 4-(6-bromo-2-(5-(difluoromethyl)-1,3,4-thiadiazol-2-yl)-2H-indazol-4-yl)piperazine-1-carboxylate BrC=1C=C(C2=CN(N=C2C1)C=1SC(=NN1)C(F)F)N1CCN(CC1)C(=O)OC(C)(C)C